CC1(CN(CCN1)C#N)C 3,3-dimethylpiperazine-1-carbonitrile